(6-Bromo-1-methylindazol-3-yl)-1,3-diazinane-2,4-dione BrC1=CC=C2C(=NN(C2=C1)C)N1C(NC(CC1)=O)=O